8-(Benzyloxy)-3-hydroxy-6H-benzo[c]chromen-6-one C(C1=CC=CC=C1)OC=1C=CC2=C(C(OC3=CC(=CC=C23)O)=O)C1